C(\C=C\C)(=O)SCCNC(CCNC([C@@H](C(COP(OP(OC[C@@H]1[C@H]([C@H]([C@@H](O1)N1C=NC=2C(N)=NC=NC12)O)OP(=O)(O)O)(=O)O)(=O)O)(C)C)O)=O)=O crotonylCoA